C1(CCCC1)P(C1=CC=C(C=C1)OC(C(F)(F)F)(F)F)C1CCCC1 dicyclopentyl-(4-pentafluoroethoxyphenyl)phosphine